CONC(CCC1C(C=CC=C1)(C)C)=O N-methoxy-2,2-dimethylbenzylacetamide